N-[3-(5-[[1-(2-bromoethyl)-1H-pyrazol-4-yl]oxy]-2-(difluoromethoxy)phenyl)-1-methyl-1H-pyrazol-4-yl]pyrazolo[1,5-a]pyrimidine-3-carboxamide BrCCN1N=CC(=C1)OC=1C=CC(=C(C1)C1=NN(C=C1NC(=O)C=1C=NN2C1N=CC=C2)C)OC(F)F